2-Methyl-4-methyl-phenol CC1=C(C=CC(=C1)C)O